N=1N(C=CC1)C(=O)O Pyrazole-2-carboxylic acid